C(C=C)(=O)N1C2(CN(C2)C2=C3C(=C(NC3=C(C=C2F)C(=O)N)C)Cl)CCCC1 4-(5-acryloyl-2,5-diazaspiro[3.5]nonan-2-yl)-3-chloro-5-fluoro-2-methyl-1H-indole-7-carboxamide